ClC1=C(C=C(CNC(=O)C=2OC=C(N2)C2=NC(=NC=C2C)NC2=CC=NN2C)C=C1)F N-(4-chloro-3-fluorobenzyl)-4-(5-methyl-2-((1-methyl-1H-pyrazol-5-yl)amino)pyrimidin-4-yl)oxazole-2-carboxamide